3-benzyl-1-(trans-4-((5-cyano-4-((2S,3R)-3-cyclopropyl-3-hydroxy-2-methylpyrrolidin-1-yl)pyrimidin-2-yl)amino)-cyclohexyl)-1-(5-(1-methyl-1H-pyrazol-4-yl)pyridin-2-yl)urea C(C1=CC=CC=C1)NC(N(C1=NC=C(C=C1)C=1C=NN(C1)C)[C@@H]1CC[C@H](CC1)NC1=NC=C(C(=N1)N1[C@H]([C@](CC1)(O)C1CC1)C)C#N)=O